neodymium (p-nonylphenyl) phosphinate [PH2](OC1=CC=C(C=C1)CCCCCCCCC)=O.[Nd]